FC(C=1C(=CC(=C(C1)C=1C(=CC=C(C1)C([2H])([2H])[2H])C(=O)O)OC)F)F 5'-(difluoromethyl)-4'-fluoro-2'-methoxy-5-(methyl-d3)-[1,1'-biphenyl]-2-carboxylic acid